ClC=1C2=C(N=CN1)SC=C2C2CCN(CC2)C(=O)OC(C)(C)C tert-Butyl 4-(4-chlorothieno[2,3-d]pyrimidin-5-yl)piperidine-1-carboxylate